COC1=CC=C(C(=O)N2CC(CC2)(C(=O)OC)COC2=CC=C(C=C2)C23CC(C2)(C3)C(=O)OC)C=C1 methyl 1-(4-methoxybenzoyl)-3-{4-[3-(methoxycarbonyl)bicyclo[1.1.1]pentan-1-yl]phenoxymethyl}pyrrolidine-3-carboxylate